tert-butyl 2-[4-[1-(2,6-dioxo-3-piperidyl)-3-isopropyl-2-oxo-benzimidazol-5-yl]-1-piperidyl]acetate O=C1NC(CCC1N1C(N(C2=C1C=CC(=C2)C2CCN(CC2)CC(=O)OC(C)(C)C)C(C)C)=O)=O